CS(=O)(=O)C1=CN=C(S1)C=1C(=C2C(=NC1)NC=C2)N[C@H]2CN(CCC2)C(CC#N)=O (R)-3-(3-((5-(5-(methylsulfonyl)thiazol-2-yl)-1H-pyrrolo[2,3-b]pyridin-4-yl)amino)piperidin-1-yl)-3-oxopropanenitrile